C1(=CC(=CC=C1)C(C#N)C1=NC=CC(=C1)C(F)(F)F)C 2-(m-tolyl)-2-(4-(trifluoromethyl)pyridin-2-yl)acetonitrile